CC(C)NC(O[C@H]1C[C@H](CC1)C1=CC(=NN1)NC(CC1=NC=C(C=C1)C(F)(F)F)=O)=O (1R,3S)-3-[3-({[5-(tri-fluoromethyl)pyridin-2-yl]acetyl}amino)-1H-pyrazol-5-yl]cyclopentyl propan-2-ylcarbamate